tert-butyl N-[(1S)-1-[2-(5-carbamoylpyrazin-2-yl)-1,2,4-triazol-3-yl]ethyl]carbamate C(N)(=O)C=1N=CC(=NC1)N1N=CN=C1[C@H](C)NC(OC(C)(C)C)=O